(R)-4-amino-N-(4-(2-(dimethylamino)-2-oxoethyl)-2,3-dimethylphenyl)-7-(piperidin-3-yl)-7H-pyrrolo[2,3-d]pyrimidine-5-carboxamide NC=1C2=C(N=CN1)N(C=C2C(=O)NC2=C(C(=C(C=C2)CC(=O)N(C)C)C)C)[C@H]2CNCCC2